4-{[6-(5-Chloro-2-Fluorophenyl)Pyridazin-4-yl]Amino}Quinolin-7-yl 2,8-Diazaspiro[4.5]Decan-2-Carboxylat C1N(CCC12CCNCC2)C(=O)OC2=CC=C1C(=CC=NC1=C2)NC2=CN=NC(=C2)C2=C(C=CC(=C2)Cl)F